4-(3-bromo-2-nitrophenoxy)tetrahydro-2H-pyran BrC=1C(=C(OC2CCOCC2)C=CC1)[N+](=O)[O-]